C1(CC1)C=1C=C(C(=NC1)C(=O)O)NC1CC(C1)OC([2H])([2H])[2H] 5-cyclopropyl-3-[3-(trans-methoxy-d3)cyclobutyl]amino-pyridine-2-carboxylic acid